BrC1=NC=CC(=C1C#N)Br 2,4-dibromopyridine-3-carbonitrile